1,2,3,4-tetrakis(2,2,6,6-tetramethyl-4-piperidyloxycarbonyl)butane CC1(NC(CC(C1)OC(=O)CC(C(CC(=O)OC1CC(NC(C1)(C)C)(C)C)C(=O)OC1CC(NC(C1)(C)C)(C)C)C(=O)OC1CC(NC(C1)(C)C)(C)C)(C)C)C